C(C)(C)(C)[C@@]1(N(CCN(C1)C1=NC(=NC2=C(C(=CC=C12)Br)F)Cl)C(=O)OC[C@](N)(C(=O)O)CO)CC#N α-(Hydroxymethyl)serine Tert-butyl-(S)-4-(7-bromo-2-chloro-8-fluoroquinazolin-4-yl)-2-(cyanomethyl)piperazine-1-carboxylate